CC1=NC=NC=C1CS(=O)(=O)[O-] 4-methylpyrimidin-5-ylmethanesulfonate